C1(CCCC1)C1=CC(=NN1)NC1=CC(=NC2=CC=CC(=C12)F)C N-(5-cyclopentyl-1H-pyrazol-3-yl)-5-fluoro-2-methylquinolin-4-amine